CC1=C2C=C(N(C2=CC=C1CN1CCC2(CN(C2)C2=NC=NC3=CC=C(C=C23)CC(F)(F)F)CC1)CC1CN(S(CO1)(=O)=O)C)C#N 4-methyl-1-[(4-methyl-3,3-dioxo-1,3,4-oxathiazinan-6-yl)methyl]-5-[[2-[6-(2,2,2-trifluoroethyl)quinazolin-4-yl]-2,7-diazaspiro[3.5]nonan-7-yl]methyl]indole-2-carbonitrile